C(C)N1C(CCC1)CC=1C(=C(C(=O)N)C=C(C1)S(=O)(=O)CC)OC [(1-ethyl-2-pyrrolidinyl)methyl]-5-(ethylsulfonyl)-2-methoxybenzamide